(2R,3S,4S)-4-hydroxy-2-[(4-methoxyphenyl)methyl]pyrrolidin-3-yl N-{[2,6-bis(pyrrolidin-1-yl)pyridin-4-yl]methyl}carbamate N1(CCCC1)C1=NC(=CC(=C1)CNC(O[C@H]1[C@H](NC[C@@H]1O)CC1=CC=C(C=C1)OC)=O)N1CCCC1